7-(1,2,3,6-tetrahydropyridin-4-yl)-5H-pyrrolo[3,2-c]pyridazin N1CCC(=CC1)C1=CNC2=C1N=NC=C2